ClC=1C=C(NC2(CCC3(C(=CC4=CC=CC=C34)C3=CC(=CC(=C3)OC)Cl)CC2)C(=O)O)C=CC1 (1s,4s)-4-(3-chloroanilino)-2'-(3-chloro-5-methoxyphenyl)spiro[cyclohexane-1,1'-indene]-4-carboxylic acid